6-trifluoromethyl-1-methylquinoxalin FC(C=1C=C2N=CCN(C2=CC1)C)(F)F